2-(((tert-butoxycarbonyl)amino)ethyl)-6-chloro-5-fluoro-1H-indole-2-carboxylic acid ethyl ester C(C)OC(=O)C1(NC2=CC(=C(C=C2C1)F)Cl)CCNC(=O)OC(C)(C)C